C(C1=CC=CC=C1)C1(C(C(N(C2=CC=CC=C12)C)=O)[2H])[2H] 4-benzyl-1-methyl-3,4-dihydroquinolin-2-one-3,4-d2